C1(CC1)C1=CC=C(C=C1)NC(=O)C1NCCC1 N-(4-cyclopropylphenyl)pyrrolidine-2-carboxamide